2-{6-[(5,5-dimethyl-4-azaspiro[2.5]octan-7-yl)oxy]pyridazin-3-yl}-5-(1,3-thiazol-2-yl)pyridin-3-ol CC1(NC2(CC2)CC(C1)OC1=CC=C(N=N1)C1=NC=C(C=C1O)C=1SC=CN1)C